(4-fluorophenyl)(2-(2-((1,1,1-trifluoro-3-((S)-quinuclidin-3-yl)propan-2-yl)amino)ethyl)phenyl)methanol FC1=CC=C(C=C1)C(O)C1=C(C=CC=C1)CCNC(C(F)(F)F)C[C@@H]1CN2CCC1CC2